(1R,3s,5S)-N-(5-(2-fluoro-4-(trifluoromethyl)phenyl)-4-methyl-pyrimidin-2-yl)-8-azabicyclo[3.2.1]octan-3-amine, hydrochloride salt Cl.FC1=C(C=CC(=C1)C(F)(F)F)C=1C(=NC(=NC1)NC1C[C@H]2CC[C@@H](C1)N2)C